(1s)-4-((5-((S)-5-amino-5,7-dihydrospiro[cyclopenta[b]pyridin-6,4'-piperidin]-1'-yl)pyrazin-2-yl)thio)-6,6a,7,8-tetrahydro-9H-imidazo[1,5-d]pyrido[3,2-b][1,4]oxazin-9-one N[C@@H]1C=2C(=NC=CC2)CC12CCN(CC2)C=2N=CC(=NC2)SC2=CC=NC1=C2OCC2N1C(NC2)=O